2'-Chloro-4',6-difluoro-5-(2-methoxyethoxy)-5'-(2-phenyloxiran-2-yl)-[1,1'-biphenyl]-2-carbonitrile ClC1=C(C=C(C(=C1)F)C1(OC1)C1=CC=CC=C1)C=1C(=CC=C(C1F)OCCOC)C#N